C(C)(=O)N1\C(\NCC1)=N\C(C1=CC(=C(C=C1)NC1=CC(=CC=C1)OCCCC1CCCCC1)C1CC1)=O N-[(2E)-1-acetylimidazolidin-2-ylidene]-4-{[3-(3-cyclohexylpropoxy)phenyl]Amino}-3-cyclopropylbenzamide